(1R)-1-(4,5-bis(1,2-dihydroxyethyl)-1,3,2-dioxaborolan-2-yl)-3-Methylbutyl-3-((6-chloropicolinamido)methyl)-4,5-dihydroisoxazole-5-carboxamide OC(CO)C1OB(OC1C(CO)O)[C@H](CC(C)C)C1C(=NOC1C(=O)N)CNC(C1=NC(=CC=C1)Cl)=O